quinoline-8-carboxamide N1=CC=CC2=CC=CC(=C12)C(=O)N